sodium p-toluenesulphinate-tetrahydrate O.O.O.O.CC1=CC=C(C=C1)S(=O)[O-].[Na+]